Cl.N[C@H](C(=O)O)CC1=CC=C(C=C1)C1=CSC2=C1N=CN=C2OCC2=C(C=C(C=C2)Cl)C2=CC=CC=C2 (S)-2-amino-3-(4-(4-((5-chloro-[1,1'-biphenyl]-2-yl)methoxy)thieno[3,2-d]pyrimidine-7-yl)phenyl)propionic acid hydrochloride